C(C)N1N=C(C(=C1)C1=C(C=CC=C1)C1C2=C(CN(C1)C(\C=C\CN1CCN(CC1)C)=O)SC(=C2)C#N)C(F)(F)F (E)-4-(2-(1-ethyl-3-(trifluoromethyl)-1H-pyrazol-4-yl)phenyl)-6-(4-(4-methylpiperazin-1-yl)but-2-enoyl)-4,5,6,7-tetrahydrothieno[2,3-c]pyridine-2-carbonitrile